3-(2-(1-(2-amino-3-hydroxypropionyl)-5-bromo-1H-indol-3-yl)-2-cyanovinyl)-4-methoxybenzonitrile hydrochloride Cl.NC(C(=O)N1C=C(C2=CC(=CC=C12)Br)C(=CC=1C=C(C#N)C=CC1OC)C#N)CO